[Ag].[Pb].[In] indium-lead-silver